2-(4-(2-(4-Nitrophenoxy)ethoxy)phenyl)ethanol [N+](=O)([O-])C1=CC=C(OCCOC2=CC=C(C=C2)CCO)C=C1